CC(=CCC=CC)C(=O)[O-] hepta-2,5-diene-2-carboxylate